ClC1=C(C=C(C(=C1)OC)C)B(O)O (2-chloro-4-methoxy-5-methyl-phenyl)boronic acid